NCC(=O)N[C@@H](CCCN)C(=O)O Glycyl-L-Ornithine